(7-Chloro-4-fluoro-1H-benzo[d]imidazol-2-yl)(5-methyl-4-(oxetan-3-yl)-7,8-dihydro-1,6-naphthyridin-6(5H)-yl)methanone ClC1=CC=C(C2=C1NC(=N2)C(=O)N2C(C=1C(=CC=NC1CC2)C2COC2)C)F